C(#N)C1=C(NC=2C=C3C(N(C=NC3=CC2)CCCC(=O)OC(C)(C)C)=O)C=CC=C1NS(N(C)C1CC1)(=O)=O tert-butyl 4-[6-[2-cyano-3-[[cyclopropyl(methyl)sulfamoyl]amino]anilino]-4-oxo-quinazolin-3-yl]butanoate